4-Chloro-3-(6,6-difluoro-4-azaspiro[2.4]heptan-4-yl)-1-[4-(1,1,2-trifluoroethyl)phenyl]sulfonyl-indazole ClC1=C2C(=NN(C2=CC=C1)S(=O)(=O)C1=CC=C(C=C1)C(CF)(F)F)N1C2(CC2)CC(C1)(F)F